Methyl (S)-(5-((2-amino-4-fluoro-2,4-dimethylpentyl)oxy)-6-(difluoromethyl)-[2,4'-bipyridin]-2'-yl)carbamate N[C@](COC=1C=CC(=NC1C(F)F)C1=CC(=NC=C1)NC(OC)=O)(CC(C)(C)F)C